2-amino-4-(butylamino)-6-(4-(2-(dimethylamino)ethyl)benzyl)pyrido[4,3-d]pyrimidin-5(6H)-one NC=1N=C(C2=C(N1)C=CN(C2=O)CC2=CC=C(C=C2)CCN(C)C)NCCCC